N[C@H](C(C)C)C(=O)N[C@@H](CC(C)C)C(=O)O D-valyl-L-leucine